6-(5-bromo-2-(1-(6-methyl-2-methylthiopyrimidin-4-yl)-1H-pyrazol-4-yl)phenyl)-6-azaspiro[2.5]octane BrC=1C=CC(=C(C1)N1CCC2(CC2)CC1)C=1C=NN(C1)C1=NC(=NC(=C1)C)SC